(R)-2-(6-(3,4-dimethylphenyl)-2-hydroxypyridin-3-yl)-7-thia-1,3-diazaspiro[4.4]nona-2,8-diene 7,7-dioxide CC=1C=C(C=CC1C)C1=CC=C(C(=N1)O)C=1N[C@]2(CN1)CS(C=C2)(=O)=O